4-(aminomethyl)-3-methoxy-N-(4-(4-(trifluoromethyl)piperidin-1-yl)phenyl)aniline NCC1=C(C=C(NC2=CC=C(C=C2)N2CCC(CC2)C(F)(F)F)C=C1)OC